5-fluoro-3-(2-(3-(2,4-dimethylphenyl)-4-oxothiazolidin-2-ylidene)hydrazono)indol-2-one FC=1C=C2C(C(NC2=CC1)=O)=NN=C1SCC(N1C1=C(C=C(C=C1)C)C)=O